tert-butyl (3R)-3-([8-carbamoyl-6-[4-(chloromethyl)phenyl]pyrido[3,2-d]pyrimidin-4-yl]amino)-4,4-difluoropiperidine-1-carboxylate C(N)(=O)C1=CC(=NC2=C1N=CN=C2N[C@@H]2CN(CCC2(F)F)C(=O)OC(C)(C)C)C2=CC=C(C=C2)CCl